C(C)OC1=C(C=C(C=C1)F)C=1C=C2C(=NC1)NC(N2CC2=C(C#N)C=CC=C2)=O 2-[[6-(2-Ethoxy-5-fluoro-phenyl)-2-oxo-3H-imidazo[4,5-b]pyridin-1-yl]methyl]benzonitrile